dimethyl-tetradecyl-(3-trimethoxysilylpropyl)ammonium chloride [Cl-].C[N+](CCC[Si](OC)(OC)OC)(CCCCCCCCCCCCCC)C